C1CC12C1(CC1)C2C(C(=O)OCC)=O ethyl 2-(dispiro[2.0.24.13]heptan-7-yl)-2-oxoacetate